NC1CCC(CC1)OC(=O)N1C=CC2=C1N=CN=C2N(C)[C@H]2CN(CC[C@H]2C)C(CC#N)=O 4-[[(3R,4R)-1-(2-cyanoacetyl)-4-methyl-3-piperidinyl]-methyl-amino]pyrrolo[2,3-d]pyrimidine-7-carboxylic acid (4-aminocyclohexyl) ester